FC1(CN(CC1)C1=C(C=NC=2NC3=C(C=C(C(=C3C21)F)F)NC)C=2C=C1C(C(=CN(C1=NC2)CCN(C)C)C(=O)O)=O)F 6-[4-(3,3-difluoropyrrolidin-1-yl)-5,6-difluoro-8-(methylamino)-9H-pyrido[2,3-b]indol-3-yl]-1-[2-(dimethylamino)ethyl]-4-oxo-1,8-naphthyridine-3-carboxylic acid